hexahydropyrazino[1',2':1,5]pyrrolo[2,3-d]pyridazine C1C=2C(CNN1)N1C(C2)=CN=CC1